[2-(7-Fluoro-4-methoxy-2-methyl-indol-1-yl)-ethyl]-[6-(2-methoxy-thiazol-4-yl)-pyrimidin-4-yl]-amine FC=1C=CC(=C2C=C(N(C12)CCNC1=NC=NC(=C1)C=1N=C(SC1)OC)C)OC